(2-fluoro-5-nitrophenylethyl)carbamic acid tert-butyl ester C(C)(C)(C)OC(NCCC1=C(C=CC(=C1)[N+](=O)[O-])F)=O